3-[3-(isobutylsulfonyl)phenyl]-3-[4-(7H-pyrrolo[2,3-d]pyrimidin-4-yl)-1H-pyrazol-1-yl]propane-nitrile trifluoroacetate FC(C(=O)O)(F)F.C(C(C)C)S(=O)(=O)C=1C=C(C=CC1)C(CC#N)N1N=CC(=C1)C=1C2=C(N=CN1)NC=C2